(Z)-1-hydroxy-N'-(3-(3-(3-(pentafluorosulfanyl)-5-(trifluoromethyl)phenyl)-1H-1,2,4-triazol-1-yl)acryloyl)cyclopropane-1-carbohydrazide OC1(CC1)C(=O)NNC(\C=C/N1N=C(N=C1)C1=CC(=CC(=C1)C(F)(F)F)S(F)(F)(F)(F)F)=O